C(C)(C)S(=O)(=O)CC1CNC1 3-(isopropylsulfonylmethyl)azetidine